(S)-3-((S)-2-(6-(2,3-dihydrobenzo[b][1,4]dioxin-6-yl)-1-oxoisoindolin-2-yl)butanamido)-4-oxo-5-(2,3,5,6-tetrafluorophenoxy)pentanoic acid O1C2=C(OCC1)C=C(C=C2)C2=CC=C1CN(C(C1=C2)=O)[C@H](C(=O)N[C@@H](CC(=O)O)C(COC2=C(C(=CC(=C2F)F)F)F)=O)CC